3-[6-[[(3R,4R)-3-fluoro-4-piperidyl]amino]-1-methyl-indazol-3-yl]piperidine-2,6-dione hydrochloride Cl.F[C@@H]1CNCC[C@H]1NC1=CC=C2C(=NN(C2=C1)C)C1C(NC(CC1)=O)=O